FC1=C(OC2=C(C=C(C=C2)NS(=O)(=O)C)C2=CN(C(C(=C2)NC)=O)C)C=CC(=C1)F N-[4-(2,4-difluorophenoxy)-3-[1-methyl-5-(methylamino)-6-oxopyridin-3-yl]phenyl]methanesulfonamide